FC=1C=C(C=CC1)C1=CC=C(N=N1)NC=1C=C(C(=O)NC2(CC2)CO)C=CC1 3-((6-(3-fluorophenyl)pyridazin-3-yl)amino)-N-(1-(hydroxymethyl)cyclopropyl)benzamide